FC=1C=NC=2N(C1)N=CC2C(=O)OCC ethyl 6-fluoropyrazolo[1,5-a]pyrimidine-3-carboxylate